CNC(=O)C=1C=C(C2=C(N(C(=N2)C)CC2=CC=CC=C2)C1)OCC1=CC=CC=C1 N,2-dimethyl-1-benzyl-4-[(phenylmethyl)oxy]-1H-benzimidazole-6-carboxamide